sulfosuccinimidyl(4-azidophenyl dithio) propionate C(CC)(=O)OSSC1=C(C=C(C=C1)N=[N+]=[N-])N1C(C(CC1=O)S(=O)(=O)O)=O